tert-butyl 2-[5-[4-fluoro-2-(2-methoxyethoxy) phenyl]-2-hydroxy-4-pyridinyl]-6,7-dihydro-4H-pyrazolo[1,5-a]pyrazine-5-carboxylate FC1=CC(=C(C=C1)C=1C(=CC(=NC1)O)C1=NN2C(CN(CC2)C(=O)OC(C)(C)C)=C1)OCCOC